4,3'-diisopropenylbiphenyl C(=C)(C)C1=CC=C(C=C1)C1=CC(=CC=C1)C(=C)C